C(#N)C1=CC(=CC2=C1SC(=C2)OB(O)O)C (7-cyano-5-methylbenzo[b]thiophen-2-yl)boric acid